FC1(CCC(CC1)[C@H](NC(=O)C1=NN(N=C1)CC1C(C(C1)(F)F)(F)F)C1=NC2=C(N1)C=CC(=C2)[C@@H](C)NC(CCC(F)(F)F)=O)F N-((S)-(4,4-Difluorocyclohexyl)(5-((R)-1-(4,4,4-trifluorobutanamido)ethyl)-1H-benzo[d]imidazol-2-yl)methyl)-2-((2,2,3,3-tetrafluorocyclobutyl)methyl)-2H-1,2,3-triazole-4-carboxamide